C[N+]1=CNC=C1 3-methylimidazolium